5-(2-hydroxypropyl)-4-methyl-2H-pyridazin-3-one OC(CC1=C(C(NN=C1)=O)C)C